5-(2-fluoro-6-hydroxy-3-(3-(2-(methoxymethyl)pyrrolidin-1-yl)-1H-pyrazol-5-yl)phenyl)-1,2,5-thiadiazolidin-3-one 1,1-dioxide FC1=C(C(=CC=C1C1=CC(=NN1)N1C(CCC1)COC)O)N1CC(NS1(=O)=O)=O